FC1=C(C=CC(=C1)C)C=1CCS(C2=C(C1C1=CC=C(C=C1)O[C@@H]1CN(CC1)CCCF)C=CC(=C2)O)(=O)=O 4-(2-Fluoro-4-methylphenyl)-5-[4-[(3S)-1-(3-fluoropropyl)pyrrolidin-3-yl]oxyphenyl]-1,1-dioxo-2,3-dihydro-1λ6-benzothiepin-8-ol